3,4-dihydro-2H-pyrano[2,3-B]pyridine O1CCCC=2C1=NC=CC2